3-O-(2-O-(2-O-(E)-sinapoyl-β-D-glucopyranosyl)-β-D-glucopyranosyl)-5-O-β-D-glucopyranosylcyanidin C(\C=C\C1=CC(OC)=C(O)C(OC)=C1)(=O)O[C@H]1[C@@H](O[C@@H]([C@H]([C@@H]1O)O)CO)O[C@H]1[C@@H](O[C@@H]([C@H]([C@@H]1O)O)CO)OC=1C(=[O+]C=2C=C(C=C(C2C1)O[C@H]1[C@H](O)[C@@H](O)[C@H](O)[C@H](O1)CO)O)C1=CC(O)=C(O)C=C1